2-(4-bromophenyl)-2-methylpropionate BrC1=CC=C(C=C1)C(C(=O)[O-])(C)C